pyrazolo[1,5-a]pyrimidine-7-ol N1=CC=C2N1C(=CC=N2)O